(3R,4S)-1-(benzylsulfonyl)-4-(3-hydroxyphenyl)-3-((methyl(methyl-d3)amino)methyl)piperidin-4-ol C(C1=CC=CC=C1)S(=O)(=O)N1C[C@H]([C@](CC1)(O)C1=CC(=CC=C1)O)CN(C([2H])([2H])[2H])C